tert-Butyl (Z)-4-(4-(3-(dimethylamino)-1-(hydroxyimino)propyl)-1H-pyrazol-1-yl)piperidine-1-carboxylate CN(CC/C(=N/O)/C=1C=NN(C1)C1CCN(CC1)C(=O)OC(C)(C)C)C